COC1=CC=C(C=N1)C1=C(C=CC=C1)C1CC(C(O1)=O)=C 5-(2-(6-Methoxypyridin-3-yl)phenyl)-3-methylenedihydrofuran-2(3H)-one